S(=O)(=O)(O)C1C(=O)N(C(C1)=O)C(CC(=O)[O-])(CC(=O)[O-])N1C(C(CC1=O)S(=O)(=O)O)=O Bis[Sulfosuccinimidyl]glutarate